3-chloro-4-ethynyl-N-methylaniline ClC=1C=C(NC)C=CC1C#C